C1(CC1)CN1C(=CC=2C1=NC(=CC2)[C@@H](C)NC2=NC=CC=N2)C=2N=C1N(C(=CC(=C1)C=O)OC)C2C (2-(1-(cyclopropylmethyl)-6-((R)-1-(pyrimidin-2-ylamino)ethyl)-1H-pyrrolo[2,3-b]pyridin-2-yl)-5-methoxy-3-methylimidazo[1,2-a]pyridin-7-yl)methanone